(Z)-14-chloro-13,20,22-trifluoro-15-methoxy-17,17-dioxo-17λ6-thia-18-azatetracyclo[17.3.1.112,16.02,7]tetracosa-1(22),2,4,6,8,12,14,16(24),19(23),20-decaen-11-ol ClC=1C(=C2C(C\C=C/C3=CC=CC=C3C3=C(C=C(C(NS(C(C1OC)=C2)(=O)=O)=C3)F)F)O)F